3-(1-phenyl-1H-benzo[d]imidazol-2-yl)-2,4,5,6-tetrakis(9-phenyl-9H-carbazol-4-yl)benzonitrile C1(=CC=CC=C1)N1C(=NC2=C1C=CC=C2)C=2C(=C(C#N)C(=C(C2C2=CC=CC=1N(C3=CC=CC=C3C21)C2=CC=CC=C2)C2=CC=CC=1N(C3=CC=CC=C3C21)C2=CC=CC=C2)C2=CC=CC=1N(C3=CC=CC=C3C21)C2=CC=CC=C2)C2=CC=CC=1N(C3=CC=CC=C3C21)C2=CC=CC=C2